(6-(4-((4-(1H-pyrazol-4-yl)phenyl)amino)pyrimidin-2-yl)-1H-indol-2-yl)(3,3-difluoroazetidin-1-yl)methanone N1N=CC(=C1)C1=CC=C(C=C1)NC1=NC(=NC=C1)C1=CC=C2C=C(NC2=C1)C(=O)N1CC(C1)(F)F